ClC1=C(C(=CC=C1)Cl)NC(=O)N1CC2=C(CC1)SC=C2C2=NOC(=N2)C(F)(F)F N-(2,6-dichlorophenyl)-3-(5-(trifluoromethyl)-1,2,4-oxadiazol-3-yl)-6,7-dihydrothieno[3,2-c]pyridine-5(4H)-carboxamide